tert-butyl 4-(1H-pyrazolo[4,3-c]pyridin-6-yl)piperidine-1-carboxylate N1N=CC=2C=NC(=CC21)C2CCN(CC2)C(=O)OC(C)(C)C